F[C@@H]1C[C@@H](NC1)C(=O)O (2R,4R)-4-fluoro-pyrrolidine-2-carboxylic acid